FC=1C(=C(C=CC1F)[C@H]1[C@@H](O[C@]([C@H]1C)(C(F)(F)F)C)C(=O)NC=1SC=CC=C(N1)C(=O)N)OC |o1:8,9,11,12| rel-(2R,3S,4S,5R)-2-({[3-(3,4-difluoro-2-methoxyphenyl)-4,5-dimethyl-5-(Trifluoromethyl)tetrahydrofuran-2-yl]carbonyl}amino)-1,3-thiaazepine-4-carboxamide